2-(4-(((5-fluoro-6-(isopropyl(4-(trifluoromethyl)benzyl)amino)pyrimidin-4-yl)amino)methyl)-3-hydroxypiperidin-1-yl)acetamide FC=1C(=NC=NC1N(CC1=CC=C(C=C1)C(F)(F)F)C(C)C)NCC1C(CN(CC1)CC(=O)N)O